2-[(2E)-2-(aminomethyl)-3-fluoroprop-2-en-1-yl]-5-[4-(1,2-oxazol-3-yl)phenyl][1,2,4]triazolo[4,3-a]pyridin-3(2H)-one NC/C(/CN1N=C2N(C(=CC=C2)C2=CC=C(C=C2)C2=NOC=C2)C1=O)=C\F